tert-butyl (6-bromothiazolo[4,5-b]pyrazin-2-yl)carbamate BrC=1N=C2C(=NC1)N=C(S2)NC(OC(C)(C)C)=O